BrC12CC3CC(CC(C1)C3)C2 1-bromoadamantane